CC1=NC=C(C=C1)CN1C[C@@](CC1)(CCC1=CSC=C1)[C@H]1OCCC1 2-methyl-5-(((S)-3-((S)-tetrahydrofuran-2-yl)-3-(2-(thiophen-3-yl)ethyl)pyrrolidin-1-yl)methyl)pyridine